4-[4-(2-aminoethyl)phenyl]-3-[[2-piperidin-1-yl-4-(trifluoromethyl)-1,3-thiazol-5-yl]oxy]benzonitrile NCCC1=CC=C(C=C1)C1=C(C=C(C#N)C=C1)OC1=C(N=C(S1)N1CCCCC1)C(F)(F)F